(3S,4S)-4-{[5-(2,4-difluoro-phenyl)-isoxazole-3-carbonyl]-amino}-1-((1R,2R)-2-hydroxy-cyclohexyl)-piperidine-3-carboxylic acid methyl-phenethyl-amide CN(C(=O)[C@H]1CN(CC[C@@H]1NC(=O)C1=NOC(=C1)C1=C(C=C(C=C1)F)F)[C@H]1[C@@H](CCCC1)O)CCC1=CC=CC=C1